4-((6-Fluoroquinolin-4-yl)amino)piperidine-1-carboxylic acid tert-butyl ester C(C)(C)(C)OC(=O)N1CCC(CC1)NC1=CC=NC2=CC=C(C=C12)F